(3S,4S)-1-(4-(3-((S)-2-decanamido-3-(hexylamino)-3-oxopropyl)ureido)benzoyl)-N3,N4-bis((1S,2R)-2-phenylcyclopropyl)pyrrolidine-3,4-dicarboxamide C(CCCCCCCCC)(=O)N[C@@H](CNC(NC1=CC=C(C(=O)N2C[C@H]([C@@H](C2)C(=O)N[C@@H]2[C@H](C2)C2=CC=CC=C2)C(=O)N[C@@H]2[C@H](C2)C2=CC=CC=C2)C=C1)=O)C(=O)NCCCCCC